(2S,5R)-2-((8-(4,5-difluoro-2-methoxyphenyl)chroman-5-yl)methyl)-5-isopropyl-3,6-dimethoxy-2,5-dihydropyrazine FC1=CC(=C(C=C1F)C=1C=CC(=C2CCCOC12)C[C@@H]1N=C([C@H](N=C1OC)C(C)C)OC)OC